FC=1C(=NC(=C(C1)F)OCC1=CC2=CN(N=C2C=C1)C)N1CCC2(CC2C2=NC3=C(N2C[C@H]2OCC2)C=C(C=C3)C(=O)O)CC1 2-(6-(3,5-Difluoro-6-((2-methyl-2H-indazol-5-yl)methoxy)pyridin-2-yl)-6-azaspiro[2.5]Octan-1-yl)-1-((S)-oxetan-2-ylmethyl)-1H-benzo[d]imidazole-6-carboxylic acid